C(C)OC(CCN1N=C(C=C1N)C1=C(C=CC=C1C)OC)=O.NC(=O)C1=CC=CC2=CN(N=C12)C1=CC=C(C[NH2+]CC[NH+]2CCOCC2)C=C1 4-[2-({4-[7-(aminocarbonyl)-2H-indazol-2-yl]benzyl}ammonio)ethyl]morpholin-4-ium ethyl-3-(5-amino-3-(2-methoxy-6-methylphenyl)-1H-pyrazol-1-yl)propanoate